[S].C(C)(C)(C)O tertiary butyl alcohol sulfur